BrC=1C=CC(=C(C1)CO)S(=O)(=O)C (5-bromo-2-(methylsulfonyl)phenyl)methanol